ethyl 3-chloro-4-(3-chlorophenyl)-2,4-dioxobutanoate ClC(C(C(=O)OCC)=O)C(=O)C1=CC(=CC=C1)Cl